bromodibenzo[b,d]furan BrC1=CC=CC=2OC3=C(C21)C=CC=C3